(6E)-6-[(6-chloro-2-methyl-2H-indazol-5-yl)imino]-3-[(1-methyl-1H-1,2,4-triazol-3-yl)methyl]-1-(2,4,5-trifluorobenzyl)-1,3,5-triazine-2,4(1H,3H)-dione ClC=1C(=CC2=CN(N=C2C1)C)\N=C\1/NC(N(C(N1CC1=C(C=C(C(=C1)F)F)F)=O)CC1=NN(C=N1)C)=O